COC=1C=C2N=C(C(=NC2=CC1)C1=CC=CC=C1)C1=CC=CC=C1 6-methoxy-2,3-diphenyl-quinoxaline